N-cyclopropyl-4-methyl-3-{1-[2-(2-oxo-1,2-dihydropyridin-1-yl)-1,3-thiazol-5-yl]-1H-pyrazol-4-yl}benzamide C1(CC1)NC(C1=CC(=C(C=C1)C)C=1C=NN(C1)C1=CN=C(S1)N1C(C=CC=C1)=O)=O